CN(C1(CCCC1)CNC(=O)N1CC2=CC=C(C=C2C1)F)C 5-Fluoro-1,3-dihydro-isoindole-2-carboxylic acid (1-dimethylamino-cyclopentylmethyl)-amide